3-hydroxy-4-methyl-N-({8-[(2E)-3-(1-methylpyrrolidin-2-yl)prop-2-enoyl]-8-azaspiro[4.5]decan-1-yl}methyl)benzamide OC=1C=C(C(=O)NCC2CCCC23CCN(CC3)C(\C=C\C3N(CCC3)C)=O)C=CC1C